ethyl 2-(2-((7-amino-5-(3-(((tert-butoxycarbonyl)amino)methyl)phenyl)benzofuran-2-yl)methoxy)phenyl)acetate NC1=CC(=CC=2C=C(OC21)COC2=C(C=CC=C2)CC(=O)OCC)C2=CC(=CC=C2)CNC(=O)OC(C)(C)C